C1(=CC=C(C=C1)C1=CC=CC=C1CCl)C1=CC=C(C=C1)C1=CC=CC=C1CCl 4,4'-biphenyldibenzyl chloride